2-[8-(2-chlorophenyl)-7-(4-chlorophenyl)-3-[(2S)-1,4-dioxan-2-ylmethyl]-2,6-dioxopurin-1-yl]acetamide ClC1=C(C=CC=C1)C1=NC=2N(C(N(C(C2N1C1=CC=C(C=C1)Cl)=O)CC(=O)N)=O)C[C@@H]1OCCOC1